tertbutyl 3-allyl-3-hydroxy-azetidine-1-carboxylate C(C=C)C1(CN(C1)C(=O)OC(C)(C)C)O